CC=1C=C(SC1)N1C(N(C(C1)=O)CC1=CC(=C(OC(C(=O)O)(C)C)C(=C1)C)C)=O 2-(4-((3-(4-methylthiophenyl)-2,5-dioxoimidazolin-1-yl)methyl)-2,6-dimethylphenoxy)-2-methylpropanoic acid